(E)-N-ethyl-N-(furan-2-ylmethyl)-3-p-tolyl-acrylamide tert-Butyl-rac-(6S)-2-oxo-6-(trifluoromethyl)piperidine-1-carboxylate C(C)(C)(C)OC(=O)N1C(CCC[C@H]1C(F)(F)F)=O.C(C)N(C(\C=C\C1=CC=C(C=C1)C)=O)CC=1OC=CC1 |r|